8-(2,3-dimethyl-2-butoxycarbonyl)-tetracyclo[4.4.0.12,5.17,10]-3-dodecene CC(C)(C(C)C)OC(=O)C1C2C3C4C=CC(C3C(C1)C2)C4